trans-4-fluoro-cyclohexylamine hydrochloride Cl.F[C@@H]1CC[C@H](CC1)N